isopropyl 3-(4-((R,E)-4-(but-3-en-1-yl)-2-((tert-butoxycarbonyl)imino)-4-ethyl-6-oxotetrahydropyrimidin-1(2H)-yl)chroman-3-yl)propanoate C(CC=C)[C@]1(N\C(\N(C(C1)=O)C1C(COC2=CC=CC=C12)CCC(=O)OC(C)C)=N/C(=O)OC(C)(C)C)CC